NC(CC)C(CCC)P(CCCC)CCCC 1-aminopropyl-tributyl-phosphine